(4-(5-(chlorodifluoromethyl)-1,2,4-oxadiazol-3-yl)-2-fluorophenyl)(methyl)(pyrrolidin-1-yl)phosphine oxide ClC(C1=NC(=NO1)C1=CC(=C(C=C1)P(N1CCCC1)(C)=O)F)(F)F